C(C)C1=C(C=C(N)C=C1)C1=NC=CC=C1 4-Ethyl-3-(pyridin-2-yl)aniline